O[Si](O[Si](O[Si](O[Si](C1=CC=CC=C1)(C1=CC=CC=C1)C)(C)C)(C)C)(C)C 1-Hydroxy-1,1,3,3,5,5,7-heptamethyl-7,7-diphenyltetrasiloxane